CN(C1=NC(=C(C(=O)NC2=NN=NN2C)C=C1)C(F)(F)F)CCC 6-(methyl-(propyl)amino)-N-(1-methyl-1H-tetrazole-5-yl)-2-(trifluoromethyl)nicotinamide